CN1CCC(=CC1)C=1C=C(C=2N(C1)C(NC2)=O)C(F)(F)F 6-(1-methyl-3,6-dihydro-2H-pyridin-4-yl)-8-(trifluoromethyl)imidazo[1,5-a]Pyridin-3-one